C(C=C)N1N(C2=NC(=NC=C2C1=O)NC=1C=C(C#N)C=CC1)C1=NC(=CC=C1)OC1CCN(CC1)C m-{2-allyl-1-[6-(1-methyl-4-piperidyloxy)-2-pyridyl]-3-oxo-1,2-dihydro-3H-1,2,5,7-tetraazainden-6-ylamino}benzonitrile